ClC1=CC(=C(C=C1)N1CCN(CC1)C(=O)C1(CCCC1)NC1=CC=C(C#N)C=C1)OC 4-((1-(4-(4-chloro-2-methoxyphenyl)piperazine-1-carbonyl)cyclopentyl)amino)benzonitrile